CCCCC/C=C\\CC(/C=C/C=C\\CCCCC(=O)[O-])OO The molecule is a polyunsaturated fatty acid anion that is the conjugate base of 10-HPO(6,8,12)TrE, obtained by deprotonation of the carboxy group; major species at pH 7.3. It derives from a gamma-linolenate. It is a conjugate base of a 10-HPO(6,8,12)TrE.